ClC1=CC(=C(C=C1)N=C=O)OC1=CC=CC=C1 4-Chloro-2-phenoxyphenylisocyanat